2-chloro-6-(1-hydroxy-2-methylpropan-2-yl)-3-(3-methoxypropoxy)-10-oxo-5,10-dihydro-6H-pyrido[1,2-H][1,7]naphthyridine-9-carboxylic acid ClC1=NC=2C=3N(C(CC2C=C1OCCCOC)C(CO)(C)C)C=C(C(C3)=O)C(=O)O